B(F)(F)F.FC=1C=C(C=C(C1F)F)[K] (3,4,5-trifluorophenyl)potassium trifluoroborate